C(C=C)(=O)NC=1C=C(C=CC1)C=1C=C(C=C2C=NC=NC12)C1=CC(=C(C(=O)NC2=NC=CC(=C2)C2CC2)C=C1)F 4-(8-(3-acrylamidophenyl)quinazolin-6-yl)-N-(4-cyclopropylpyridin-2-yl)-2-fluorobenzamide